C12CCCC(CC1)N2S(=O)(=O)C2=CC=C(C=C2)NC(=O)NCC=2C=NC=CC2 1-(4-{8-azabicyclo[3.2.1]octane-8-sulfonyl}phenyl)-3-(pyridin-3-ylmethyl)urea